tert-butyl (E)-4-(3-(diethoxyphosphoryl)allyl)azepane-1-carboxylate C(C)OP(=O)(OCC)/C=C/CC1CCN(CCC1)C(=O)OC(C)(C)C